1-amino-4,4,4-trifluoro-butan-2-ol NCC(CC(F)(F)F)O